3-[(1-methyl-4-piperidyl)amino]propan-1-ol CN1CCC(CC1)NCCCO